[Na+].C([C@H](O)[C@@H](O)C(=O)O)(=O)[O-] L-tartaric acid monosodium salt